methyl-(2E)-but-2-ene-1,4-dioic acid {N-[(ethoxycarbonyl) methyl]-N-methylcarbamoyl} ethyl ester C(C)OC(/C=C(/C(=O)OC(N(C)CC(=O)OCC)=O)\C)=O